C(C)(C)(C)OC(=O)N([C@H](C(=O)N(C)[C@@H](C(=O)OC)CC(C)(F)F)CC(C)C)C |&1:13| methyl (RS)-2-((S)-2-((tert-butoxycarbonyl)(methyl)amino)-N,4-dimethylpentanamido)-4,4-difluoropentanoate